Methyl 2-aminobenzoate NC1=C(C(=O)OC)C=CC=C1